(R)-2'-((4-methoxybenzyl)oxy)-5-methyl-N-(6-methylpyrazin-2-yl)-6'-(2-(trifluoromethyl)piperidin-1-yl)-[4,4'-bipyridin]-2-amine COC1=CC=C(COC2=NC(=CC(=C2)C2=CC(=NC=C2C)NC2=NC(=CN=C2)C)N2[C@H](CCCC2)C(F)(F)F)C=C1